C(C)(C)OC1=CC=C(C=N1)C(C)N 1-(6-isopropoxypyridin-3-yl)ethan-1-amine